ClC=1C(N(C(C1Cl)O)CC#CC1=CC=CC=C1)=O 3,4-dichloro-5-hydroxy-1-(3-phenylprop-2-ynyl)-1H-pyrrol-2(5H)-one